C(C1=CC=CC=C1)NC(=S)NC1CCN(CC1)C1=NC=NC(=C1)Cl 1-benzyl-3-(1-(6-chloropyrimidin-4-yl)piperidin-4-yl)thiourea